t-butylsulfonamide C(C)(C)(C)S(=O)(=O)N